(R)-Allyl 1-(4-((1-methoxy-1-oxopropan-2-yl)oxy)benzyl)-2,3-dimethyl-1H-indole-5-carboxylate COC([C@@H](C)OC1=CC=C(CN2C(=C(C3=CC(=CC=C23)C(=O)OCC=C)C)C)C=C1)=O